4-isopropyl-pyrimidin C(C)(C)C1=NC=NC=C1